5-((4-(6-aminopyridin-3-yl)piperazin-1-yl)methyl)-2-(2,6-dioxopiperidin-3-yl)isoindoline NC1=CC=C(C=N1)N1CCN(CC1)CC=1C=C2CN(CC2=CC1)C1C(NC(CC1)=O)=O